N-(1-cyano-2-ethylperoxyethyl)-2-phenylacetamide C(#N)C(COOCC)NC(CC1=CC=CC=C1)=O